O1COC2=C1C=CC(=C2)C=2C=C(OC1=C(N=NN1)C(=O)O)C=CC2 5-(3-(benzo[d][1,3]dioxol-5-yl)phenoxy)-1H-1,2,3-triazole-4-carboxylic acid